N[C@H](C(=O)O)CS (R)-2-amino-3-sulfanyl-propionic acid